5-chloro-2-methyl-N-((1r,4r)-4-((2-oxo-3-(pyrido[2,3-b]pyrazin-7-yl)-2,3-dihydro-1H-benzo[d]imidazol-1-yl)methyl)cyclohexyl)nicotinamide ClC=1C=NC(=C(C(=O)NC2CCC(CC2)CN2C(N(C3=C2C=CC=C3)C3=CC=2C(=NC=CN2)N=C3)=O)C1)C